BrC1=CN=C(O1)[C@@H]([C@@H](C(=O)N1N[C@@H](CCC1)C(=O)OC)NC(=O)OC(C)(C)C)OCC methyl (S)-1-((2S,3R)-3-(5-bromooxazol-2-yl)-2-((tert-butoxycarbonyl)amino)-3-ethoxypropanoyl)hexahydropyridazine-3-carboxylate